(S)-1-[(S)-3-Methyl-1-({4-[(1-methyl-4-methyl-1H-imidazol-2-yl)methyl]-1-piperidyl}carbonyl)butyl]-3-isobutyl-2-piperazinone CC(C[C@@H](C(=O)N1CCC(CC1)CC=1N(C=C(N1)C)C)N1C([C@@H](NCC1)CC(C)C)=O)C